6-methylquinazolin CC=1C=C2C=NC=NC2=CC1